[NH4+].C(CCCCCCCCC)OC(C(O)CC(=O)OCCCCCCCCCC)=O malic acid didecylester ammonium salt